magnesium sulphate sulphate S(=O)(=O)([O-])[O-].S(=O)(=O)(O)O.[Mg+2]